IC1=CC=C(C=C1)OC Para-iodoanisole